OC1=C(C(=O)NC=2SC=CN2)C=CC=C1C 2-hydroxy-3-methyl-N-(thiazol-2-yl)benzamide